2,4,6-trimethylbenzoyldiphenylethoxyphosphine oxide CC1=C(C(=O)P(OCC(C2=CC=CC=C2)C2=CC=CC=C2)=O)C(=CC(=C1)C)C